3-(3-(4-(Chloromethyl)phenyl)-5-(2-ethyl-2H-1,2,3-triazol-4-yl)-3H-imidazo[4,5-b]pyridin-2-yl)pyridin-2-amine ClCC1=CC=C(C=C1)N1C(=NC=2C1=NC(=CC2)C2=NN(N=C2)CC)C=2C(=NC=CC2)N